9-(trifluoromethyl)-2,3-dihydro-5H-[1,4]thiazino[2,3,4-ij]quinazoline-5,7(6H)-dione FC(C=1C=C2C(NC(N3C2=C(C1)SCC3)=O)=O)(F)F